5-(5-(3-Cyclopropylprop-1-ynyl)-1,6-dihydro-1-methyl-6-oxopyridin-3-yloxy)-1H-1,2,3-triazole-4-carboxylic acid C1(CC1)CC#CC1=CC(=CN(C1=O)C)OC1=C(N=NN1)C(=O)O